ClC1=C(C(=CC=C1Cl)C#C)N1C(CC1)=O 1-(2,3-dichloro-6-ethynyl-phenyl)azetidin-2-one